[Li].[C-]1(C=CC=C1)CO.[CH-]1C=CC=C1.[Fe+2] ferrocenyl-methanol lithium